C(C)(C)(C)C1=CC=C(N=N1)C=1C=C2CCN(C(C2=CC1)=O)C=1C=CC(=C(C1)NS(=O)(=O)C)OCOCCOC N-(5-(6-(6-(tert-butyl)pyridazin-3-yl)-1-oxo-3,4-dihydroisoquinolin-2(1H)-yl)-2-((2-methoxyethoxy)methoxy)phenyl)methanesulfonamide